BrC1=CC=C(N=N1)CNC(CF)CF N-((6-bromopyridazin-3-yl)-methyl)-1,3-difluoropropan-2-amine